3-(4-octylphenyl)thiophene C(CCCCCCC)C1=CC=C(C=C1)C1=CSC=C1